ClC1=C(C=C(C=C1)Cl)C1=NN=C2SCC(=NN21)C(C)C 3-(2,5-dichlorophenyl)-6-isopropyl-7H-[1,2,4]triazolo[3,4-b][1,3,4]thiadiazine